N1N=CC(=C1)C1=C(C=NC=C1)COC1=CN=C(C=C1C=O)OC 5-((4-(1H-pyrazol-4-yl)pyridin-3-yl)methoxy)-2-methoxyisonicotinaldehyde